(R)-3-(3-(6-(2-(3-Amino-1H-pyrazol-1-yl)pyrimidin-4-yl)pyridin-2-yl)isoxazol-5-yl)-3-hydroxy-1-methylpyrrolidin-2-one NC1=NN(C=C1)C1=NC=CC(=N1)C1=CC=CC(=N1)C1=NOC(=C1)[C@]1(C(N(CC1)C)=O)O